CN1N=C2C(=C1)C(CC2)=O 2-methyl-5,6-dihydrocyclopenta[c]pyrazol-4-one